1-(4-(6-chloro-7-(4-chlorophenyl)isoquinolin-1-yl)piperazin-1-yl)prop-2-en-1-one ClC=1C=C2C=CN=C(C2=CC1C1=CC=C(C=C1)Cl)N1CCN(CC1)C(C=C)=O